C1(=CC=CC=C1)C1=NC(=NC(=N1)C1=CC=CC=C1)C1=C(C(=C(C(=C1N1C2=C(C=3C=CC=CC13)C=NC=C2)N2C1=C(C=3C=CC=CC23)C=NC=C1)N1C2=C(C=3C=CC=CC13)C=NC=C2)N2C1=C(C=3C=CC=CC23)C=NC=C1)C=1SC2=C(N1)C=CC=C2 2-(2-(4,6-diphenyl-1,3,5-triazin-2-yl)-3,4,5,6-tetrakis(5H-pyrido[4,3-b]indol-5-yl)phenyl)benzo[d]thiazole